(2S,5R)-benzyl 2-(hydroxymethyl)-5-((7-tosyl-7H-pyrrolo[2,3-d]pyrimidin-4-yl)amino)piperidine-1-carboxylate OC[C@H]1N(C[C@@H](CC1)NC=1C2=C(N=CN1)N(C=C2)S(=O)(=O)C2=CC=C(C)C=C2)C(=O)OCC2=CC=CC=C2